NC1=NC=2C=CC(=CC2C2=C1[C@H](OC2)C)C(=O)N([C@@H]2COC1=C2C=CC(=C1)C(F)(F)F)C (3R)-4-amino-N,3-dimethyl-N-((3S)-6-(trifluoromethyl)-2,3-dihydro-1-benzofuran-3-yl)-1,3-dihydrofuro[3,4-c]quinoline-8-carboxamide